NC1=CC=C(C=C1)C(\C=C\C1=CC=C(C=C1)N(C)CCO)=O (E)-1-(4-Aminophenyl)-3-[4-[2-hydroxyethyl(methyl)amino]phenyl]prop-2-en-1-one